BrC1=NC(=CC=C1N1CN(C2=CC=C(C=C2C1=O)C(F)(F)F)C1=C(C=C(C=C1)F)CCCNC(OC(C)(C)C)=O)OC tert-Butyl (3-(2-(3-(2-bromo-6-methoxypyridin-3-yl)-4-oxo-6-(trifluoromethyl)-3,4-dihydro quinazolin-1(2H)-yl)-5-fluorophenyl)propyl)carbamate